CN1N=NN=C1S 1-methyl-1H-tetrazole-5-thiol